4-(4-fluorophenyl)-N,3-dihydroxyl-3-(4-hydroxyphenyl)-N-methylbutanamide FC1=CC=C(C=C1)CC(CC(=O)N(C)O)(C1=CC=C(C=C1)O)O